C(C)(C)C(C(=O)O)CCCCCCCCCCCCCC.C(CCCCCCCCCCCCCCC)(=O)OC(C)C Isopropyl Palmitate (Isopropyl Hexadecanate)